bromo-trispyrrolidino-phosphonium hexafluorophosphate F[P-](F)(F)(F)(F)F.Br[P+](N1CCCC1)(N1CCCC1)N1CCCC1